2-{3-[(2R,6S)-2,6-Dimethylmorpholin-4-carbonyl]-5,6-dihydrocyclopenta[c]pyrazol-1(4H)-yl}-1-[4-(2-fluorophenyl)piperidin-1-yl]ethan-1-on C[C@@H]1CN(C[C@@H](O1)C)C(=O)C=1C2=C(N(N1)CC(=O)N1CCC(CC1)C1=C(C=CC=C1)F)CCC2